2-Ethyl-7-((1r,4r)-4-(2-fluoro-6-methylphenyl)cyclohexyl)-5-((3-(trifluoromethoxy)pyridin-2-yl)methyl)pyrido[2,3-b]pyrazin-6(5H)-one C(C)C=1N=C2C(=NC1)N(C(C(=C2)C2CCC(CC2)C2=C(C=CC=C2C)F)=O)CC2=NC=CC=C2OC(F)(F)F